FC(C(=O)O)(F)F.CN1C(N(C2=C1C=C(C=C2)C2CCNCC2)C2C(NC(CC2)=O)=O)=O 3-[3-methyl-2-oxo-5-(4-piperidyl)benzimidazol-1-yl]piperidine-2,6-dione trifluoroacetate